C(#N)C1=CC=2N(N=C1)C(=CC2)C2=NC=C(C(=C2)NC2CC(C2)CNC(OC)=O)C(NC[C@H](C(C)(C)O)F)=O Methyl (((1R,3r)-3-((2-(3-cyanopyrrolo[1,2-b]pyridazin-7-yl)-5-(((R)-2-fluoro-3-hydroxy-3-methylbutyl)carbamoyl)pyridin-4-yl)amino)cyclobutyl)methyl)carbamate